CC1=C(C(NC2=CC=CC=C12)=O)CNC(C1=CC=C(C=C1)C=1C=NC(=CC1)C(F)(F)F)=O N-((4-methyl-2-oxo-1,2-dihydroquinolin-3-yl)methyl)-4-(6-(trifluoromethyl)pyridin-3-yl)benzamide